IC1=C(C=CC=C1)N1C=CC2=C(C=CC=C12)Cl 1-(2-iodophenyl)-4-chloro-1H-indol